ClC=1C=C(C(=C(C1)O)C=1C=2N(C(=NN1)N[C@H]1CN(CCC1)CCO)C=CC2)F 5-chloro-3-fluoro-2-(4-{[(3R)-1-(2-hydroxyethyl)piperidin-3-yl]amino}pyrrolo[1,2-d][1,2,4]triazin-1-yl)phenol